C1(CCCC1)C1=NC=NN1C1=C(C=CC=C1)C(F)(F)F 5-cyclopentyl-1-[2-(trifluoromethyl)phenyl]-1H-1,2,4-triazol